(2-{6,6-Difluoro-3-azabicyclo[3.1.0]hex-3-yl}-4-methylpyrimidin-5-yl)methanol FC1(C2CN(CC12)C1=NC=C(C(=N1)C)CO)F